3-(trifluoromethyl)benzyl alcohol FC(C=1C=C(CO)C=CC1)(F)F